N1C(CNCC1)C1(CC1)C(=O)OC methyl 1-(piperazin-2-yl)-cyclopropylcarboxylate